C(#N)C=1C=C(OC=2C=CC(=C3C(CCC23)=O)S(C(F)F)=NC#N)C=C(C1)F [[7-(3-cyano-5-fluoro-phenoxy)-3-oxo-indan-4-yl]-(difluoromethyl)-λ4-sulfanylidene]cyanamide